N-(((S)-4-ethyl-4,9-dihydroxy-3,14-dioxo-3,4,12,14-tetrahydro-1H-pyrano[3',4':6,7]indolizino[1,2-b]quinolin-10-yl)methyl)-N-methyl-3,6,9,12-tetraoxapentadecan-15-amide C(C)[C@]1(C(OCC=2C(N3CC=4C(=NC=5C=CC(=C(C5C4)CN(C(CCOCCOCCOCCOCC)=O)C)O)C3=CC21)=O)=O)O